pyrimidine-6-carboxamide trifluoroacetate salt FC(C(=O)O)(F)F.N1=CN=CC=C1C(=O)N